C(C1=CC=CC=C1)(C1=CC=CC=C1)N1CCN(CC1)CC1=C2CN(C(C2=CC=C1)=O)C1C(NC(CC1)=O)=O 3-(4-((4-benzhydryl-piperazin-1-yl)methyl)-1-oxoisoindolin-2-yl)piperidine-2,6-dione